1-{1-[(3bR,4aR)-1-{2-[4-(2,3-dimethylphenyl)piperazin-1-yl]-2-oxoethyl}-3b,4,4a,5-tetrahydro-1H-cyclopropa[3,4]cyclopenta[1,2-c]pyrazole-3-carbonyl]piperidin-3-yl}imidazolidin-2-one CC1=C(C=CC=C1C)N1CCN(CC1)C(CN1N=C(C2=C1C[C@@H]1[C@H]2C1)C(=O)N1CC(CCC1)N1C(NCC1)=O)=O